(2,6-dimethoxy-4-hydroxyphenyl)phenyliodonium chloride [Cl-].COC1=C(C(=CC(=C1)O)OC)[I+]C1=CC=CC=C1